2-(difluoromethoxy)-5-isothiocyanato-pyridine FC(OC1=NC=C(C=C1)N=C=S)F